C(C)OC1=CN=CC(=N1)C=1OC(=CN1)C(=O)O 2-(6-ethoxypyrazin-2-yl)-1,3-oxazole-5-carboxylic acid